CN1N=CC2=C(C(=CC=C12)C)C1=CCC(CC1)CC(=O)OCC ethyl 2-[4-(1,5-dimethylindazol-4-yl)cyclohex-3-en-1-yl]acetate